[C@@H]1([C@H](O)[C@@H](O)[C@H](O)[C@H](O1)CO)O[C@@H](C=O)[C@@H](O)[C@H](O)[C@H](O)CO 2-O-β-D-glucopyranosyl-D-glucose